5-amino-2,3-dihydro-1H-indene-1-one NC=1C=C2CCC(C2=CC1)=O